C[Si]([C@@]1([C@@H](O[C@@H]([C@]1(O)[Si](C)(C)C)CO[Si](C)(C)C)N1C=NC=2C(=O)NC(NC(=O)OCC3=C(C=CC=C3)[N+](=O)[O-])=NC12)O)(C)C 2',3',5'-O-Tri(trimethylsilyl)-N2-(2-nitrobenzyl)oxycarbonyl-guanosine